CC(C)(CCCC(CC)C)OCC=CC1=CC=C(C=C1)OC 1-(3-(2,6-Dimethyloct-2-yloxy)prop-1-enyl)-4-methoxybenzene